C(C1=CC=CC=C1)OC1C=C(C1)B1OC(C(O1)(C)C)(C)C 2-(3-(benzyloxy)cyclobut-1-en-1-yl)-4,4,5,5-tetramethyl-1,3,2-dioxaborolane